C1(CC2C(CC1)O2)C[SiH](OCC)OCC (3,4-epoxycyclohexyl)methyldiethoxysilane